ClC=1C=C2C(=NC=NC2=C(C1)C(F)(F)F)N(C(C)C=1C(=NC=CN1)C1=CC=C(C=N1)C#N)CC1CC1 6-[3-[1-[[6-chloro-8-(trifluoromethyl)quinazolin-4-yl]-(cyclopropylmethyl)amino]ethyl]pyrazin-2-yl]pyridine-3-carbonitrile